OC1=C(\C=C\2/N=C(N(C2=O)C)C)C=CC=C1 (Z)-4-(2-hydroxybenzylidene)-1,2-dimethyl-1H-imidazol-5(4H)-one